1,3,5-tris(5-methoxypentyl)-hexahydro-1,3,5-triazine COCCCCCN1CN(CN(C1)CCCCCOC)CCCCCOC